CC=1C=C(C=C(C1)C)NC1=NC2=CC(=CC=C2C(N1)=O)[N+](=O)[O-] 2-((3,5-dimethylphenyl)amino)-7-nitroquinazoline-4(3H)-One